1-(3-(trifluoromethoxy)phenyl)-1H-imidazol-4-amine FC(OC=1C=C(C=CC1)N1C=NC(=C1)N)(F)F